1-ethyl-3-butylpyrrolidinium acetate C(C)(=O)[O-].C(C)[NH+]1CC(CC1)CCCC